C1=C(C=CC2=CC=CC=C12)C(=O)N[C@@H](C(=O)N1[C@@H](C[C@H](C1)N1CCCCC1)C(=O)NC(C(C(=O)N)O)CCCCN)CC1CCCCC1 (2S,4R)-1-((R)-2-(2-naphthoylamino)-3-cyclohexylpropionyl)-N-(1,7-diamino-2-hydroxy-1-oxohept-3-yl)-4-(piperidin-1-yl)pyrrolidine-2-carboxamide